FC=1C=CC(=NC1)NC(=O)C1(CCC1)C=1C=C2CCCN(C2=CC1)C(=O)N1CCCC1 N-(5-Fluoropyridin-2-yl)-1-[1-(pyrrolidin-1-carbonyl)-1,2,3,4-tetrahydrochinolin-6-yl]cyclobutan-1-carboxamid